ClC=1C=CC2=C([C@@H](C[C@@H](O2)C(=O)NC23CC(C2)(C3)N3N=CC(=C3)OC3CC(C3)COC(F)(F)F)O)C1 (2R,4R)-6-chloro-4-hydroxy-N-{3-[4-({(1r,3R)-3-[(trifluoromethoxy)methyl]cyclobutyl}oxy)-1H-pyrazol-1-yl]bicyclo[1.1.1]pentan-1-yl}-3,4-dihydro-2H-1-benzopyran-2-carboxamide